sodium oxoindene O=C1C=CC2=CC=CC=C12.[Na]